S(=O)(=O)(O)[O-].[Ag+] silver(I) hydrogensulphate